C(#N)C1CC(C1)N1N=CC(=C1)C=1C=C2N(N=CC=C2N2C([C@]([C@@H](C2)C)(C#N)C2CC2)=O)C1 (3R,4S)-1-(6-(1-((1s,3S)-3-cyanocyclobutyl)-1H-pyrazol-4-yl)pyrrolo[1,2-b]pyridazin-4-yl)-3-cyclopropyl-4-methyl-2-oxopyrrolidine-3-carbonitrile